NCCC1=C(C=C(C=C1)NC1=NC=2N(C(=C1)NC1CC1)N=CC2)CS(=O)(=O)C 5-((4-(2-Aminoethyl)-3-((methylsulfonyl)methyl)phenyl)amino)-7-(cyclopropylamino)pyrazolo[1,5-a]pyrimidin